methyl (S)-7-fluoro-1,3,4,6,11,11a-hexahydro-2H-pyrido[1,2-b]isoquinoline-9-carboxylate FC1=CC(=CC=2C[C@H]3N(CC12)CCCC3)C(=O)OC